FC=1C(=NC(=NC1)NC1=CC(=C(C=C1)N1CCCC1)F)C=1C=NN(C1)C(C)C fluoro-N-(3-fluoro-4-(pyrrolidin-1-yl)phenyl)-4-(1-isopropyl-1H-pyrazol-4-yl)pyrimidin-2-amine